FC(C=1C=C(C=CC1OC1=CC=NC2=CC=C(C=C12)S(=O)(=O)C)CC(=O)O)F 2-(3-(difluoromethyl)-4-((6-(methylsulfonyl)quinolin-4-yl)oxy)phenyl)acetic acid